OC1=CC2=C(C3=CC(=C(C=C3OC2=CC1=O)O)O)C1=CC=C(C=C1)[N+](=O)[O-] 2,6,7-trihydroxy-9-(4-nitrophenyl)xanthen-3-one